(3-(4-phenyl-6-(4-(pyridine-3-yl)phenyl)-1,3,5-triazin-2-yl)phenyl)boronic acid C1(=CC=CC=C1)C1=NC(=NC(=N1)C1=CC=C(C=C1)C=1C=NC=CC1)C=1C=C(C=CC1)B(O)O